Phenyl[phenyl(dimethylfluorenyl)triazinyl]Dibenzofuran C1(=CC=CC=C1)C1=C(C2=C(OC3=C2C=CC=C3)C=C1)C1=NN=NC(=C1C1=C(C(=CC=3C2=CC=CC=C2CC13)C)C)C1=CC=CC=C1